tert-butyl 4-[4-({3-cyano-6-[(3R)-3-(3-methyl-2-oxoimidazolidin-1-yl) piperidin-1-yl] pyrazin-2-yl} amino) phenyl]-4-methylpiperidine-1-carboxylate C(#N)C=1C(=NC(=CN1)N1C[C@@H](CCC1)N1C(N(CC1)C)=O)NC1=CC=C(C=C1)C1(CCN(CC1)C(=O)OC(C)(C)C)C